{[(benzyloxy) carbonyl] amino}-5-fluoro-2-methylpyridin-1-ium-1-olate C(C1=CC=CC=C1)OC(=O)NC=1C(=[N+](C=C(C1)F)[O-])C